(E)-5-methoxy-2,3,6,7-tetrahydro-1,4-oxazepine CO/C/1=N/CCOCC1